COC(=O)C=1C=C2N=C(C=3N(C2=CC1)C=NN3)Cl 4-Chloro-[1,2,4]triazolo[4,3-a]quinoxaline-7-carboxylic acid methyl ester